ClC=1C=C(C=CC1F)NC1=NC=NC2=CC(=C(C=C12)OCCCN1C=COC=C1)OCCCCN1CCN(CC1)C=1C=C2C(N(C(C2=CC1)=O)C1C(NC(C=C1)=O)=O)=O 5-{4-[4-({4-[(3-chloro-4-fluorophenyl)amino]-6-{[3-(1,4-oxazin-4-yl)propyl]oxy}quinazolin-7-yl}oxy)butyl]piperazine-1-yl}-2-(2,6-dioxopyridin-3-yl)isoindole-1,3-dione